4-[8-fluoro-2-{[(2R,7aS)-2-fluorotetrahydro-1H-pyrrolizin-7a(5H)-yl]methoxy}-4-(piperidin-1-yl)pyrido[4,3-d]pyrimidin-7-yl]naphthalen-2-ol FC1=C(N=CC2=C1N=C(N=C2N2CCCCC2)OC[C@]21CCCN1C[C@@H](C2)F)C2=CC(=CC1=CC=CC=C21)O